1-(2-chloropyridin-4-yl)ethanone ClC1=NC=CC(=C1)C(C)=O